ClC1=CC(=C(C=C1)O)CC1=C(C=CC(=C1)Cl)O 4-chloro-2-[(5-chloro-2-hydroxyphenyl)methyl]phenol